2-(2-ethoxyethyl)cyclopropanecarboxylic acid methyl ester COC(=O)C1C(C1)CCOCC